2-(2,5-dimethylphenyl)-1-(4-phenylpiperazin-1-yl)ethanone CC1=C(C=C(C=C1)C)CC(=O)N1CCN(CC1)C1=CC=CC=C1